BrC1=C(C#N)C=CC=C1COC 2-bromo-3-(methoxymethyl)benzonitrile